1,2-propylene glycol diacetate C(C)(=O)OCC(C)OC(C)=O